di-tert-butyl ((2R,4R)-5-amino-2-fluoropentane-1,4-diyl)dicarbamate NC[C@@H](C[C@H](CNC(OC(C)(C)C)=O)F)NC(OC(C)(C)C)=O